C(C)(SCC1=NN(C(=C1)CSC1=CC2=CC=CC=C2C(=C1)O[Si](C)(C)C(C)(C)C)C)=O S-((5-(((4-((tert-butyldimethylsilyl) oxy) naphthalen-2-yl) thio) methyl)-1-methyl-1H-pyrazol-3-yl) methyl) ethanethioate